C(CCCCC)C(C(=O)OCCCCCCNCCCCCC)CCCCCCCC 6-(Hexylamino)hexyl 2-hexyldecanoate